tert-butyl 8-chloro-1,2,3,5-tetrahydro-1,4-benzodiazepine-4-carboxylate ClC1=CC2=C(CN(CCN2)C(=O)OC(C)(C)C)C=C1